1,6-dibromohexa-2,4-diene BrCC=CC=CCBr